NC=1C=C(C=C(C1)OC)CC#N 2-(3-amino-5-methoxyphenyl)acetonitrile